CC(C=O)CCC=C(C)C 2,6-dimethyl-5-hepten-1-aldehyde